FC1=C(C=CC=C1)C=1C=CC=C2C=C(NC12)C(=O)O 7-(2-fluorophenyl)-1H-indole-2-carboxylic acid